2-amino-1-(3-((4-chloro-3-fluorophenyl)amino)-2-(3-fluorophenyl)-8,8-dimethyl-5,6-dihydroimidazo[1,2-a]pyrazin-7(8H)-yl)ethan-1-one NCC(=O)N1C(C=2N(CC1)C(=C(N2)C2=CC(=CC=C2)F)NC2=CC(=C(C=C2)Cl)F)(C)C